BrC1=CC(=NN1C1OCCCC1)C(=O)N1CCC(CC1)C(=O)OC methyl 1-[5-bromo-1-(oxan-2-yl)pyrazole-3-carbonyl]piperidine-4-carboxylate